ClC=1C=CC(=C(C1)\C(\C)=N\NC(C1=CC(=CC=C1)S(=O)(=O)N1CCOCC1)=O)O 3-(4-morpholinylsulfonyl)-benzoic acid, (2E)-2-[1-(5-chloro-2-hydroxyphenyl)ethylidene]hydrazide